6-chloro-3-methylpyrazine-2-carbaldehyde ClC1=CN=C(C(=N1)C=O)C